4-((S)-2-oxopyrrolidin-3-yl)butyl 2-oxo-2-phenylacetate O=C(C(=O)OCCCC[C@@H]1C(NCC1)=O)C1=CC=CC=C1